(R)-N-(4'-((2-(1,1-difluoroethyl)pyrimidin-4-yl)amino)-5-((3-methylmorpholino)methyl)-[2,3'-bipyridyl]-6'-yl)acetamide FC(C)(F)C1=NC=CC(=N1)NC1=C(C=NC(=C1)NC(C)=O)C1=NC=C(C=C1)CN1[C@@H](COCC1)C